(3-chloro-5-methyl-4H-1,2-oxazol-5-yl)carboxylic acid chloride ClC1=NOC(C1)(C)C(=O)Cl